FC1=C(C=C(C=C1)F)[C@H](CC=C)N[S@@](=O)C(C)(C)C (S)-N-((S)-1-(2,5-difluorophenyl)but-3-en-1-yl)-2-methylpropane-2-sulfinamide